2-(2-((3R,4R)-3-Amino-4-fluoro-1-piperidinyl)-5,6-difluoro-1H-benzimidazol-1-yl)-1-(4-morpholinyl)ethanon N[C@@H]1CN(CC[C@H]1F)C1=NC2=C(N1CC(=O)N1CCOCC1)C=C(C(=C2)F)F